C(C)OC(/C(/C=N/O)=N/NC1=CC=C(C=C1)OC(F)(F)F)=O.FC(OC1=CC=C(C=C1)N1N=CC(=N1)C(=O)OCC)(F)F Ethyl 2-[4-(trifluoromethoxy)phenyl]-2H-1,2,3-triazole-4-carboxylate Ethyl-(2E,3E)-3-(hydroxyimino)-2-{2-[4-(trifluoromethoxy)phenyl]hydrazinylidene}propanoate